tert-butyl 4-[5-[2-[1-(6,7-dihydro-5H-pyrrolo[1,2-c]imidazol-1-yl)-2-oxo-2-(thiazol-2-ylamino)ethyl]-7-fluoro-3-oxo-isoindolin-5-yl]-2-pyridyl]piperazine-1-carboxylate C1(=C2N(C=N1)CCC2)C(C(NC=2SC=CN2)=O)N2CC1=C(C=C(C=C1C2=O)C=2C=CC(=NC2)N2CCN(CC2)C(=O)OC(C)(C)C)F